[Cl-].C(CC)[N+](C)(CC)CC propyl-diethyl-methyl-ammonium chloride